2-hexyldecyl 7-{N-[3-(dimethylamino)propoxy]decanamido}-heptadecanoate CN(CCCON(C(CCCCCCCCC)=O)C(CCCCCC(=O)OCC(CCCCCCCC)CCCCCC)CCCCCCCCCC)C